(2R,3R,4R,5R,6R)-5-acetamido-2-(acetoxymethyl)-6-((6-(benzyloxy)hexyl)oxy)tetrahydro-2H-pyran-3,4-diyl diacetate C(C)(=O)O[C@H]1[C@H](O[C@H]([C@@H]([C@H]1OC(C)=O)NC(C)=O)OCCCCCCOCC1=CC=CC=C1)COC(C)=O